N1(CCCCC1)CC=CC(=O)N 4-(piperidin-1-yl)-but-2-enamide